2-((1-(2-(4,4-dimethylpiperidin-1-yl)-6-methyl-4-oxo-4H-chromen-8-yl)ethyl)amino)-5-methoxybenzoic acid CC1(CCN(CC1)C=1OC2=C(C=C(C=C2C(C1)=O)C)C(C)NC1=C(C(=O)O)C=C(C=C1)OC)C